1-(2-acetylhydrazine-1-carbonyl)-3-methyl-N-(3-(4-methyloxazol-2-yl)-4-(trifluoromethyl)phenyl)-6-azabicyclo[3.1.1]heptane-6-carboxamide C(C)(=O)NNC(=O)C12CC(CC(N1C(=O)NC1=CC(=C(C=C1)C(F)(F)F)C=1OC=C(N1)C)C2)C